N'-(tert-butyldimethylsilyl)-4-(2-hydroxypropan-2-yl)-5-methylthiophene-2-sulfonimidamide [Si](C)(C)(C(C)(C)C)N=S(=O)(N)C=1SC(=C(C1)C(C)(C)O)C